NC1=C(C=C(C=N1)C=1C=C2N(N1)CC[C@]21CN(CC1)C(=O)NCC)OC |r| (rac)-2'-(6-amino-5-methoxypyridin-3-yl)-N-ethyl-5',6'-dihydrospiro[pyrrolidine-3,4'-pyrrolo[1,2-b]pyrazole]-1-carboxamide